9-decenyl-(4-pentenyl)dichlorosilane C(CCCCCCCC=C)[Si](Cl)(Cl)CCCC=C